(R)-2,2,5,5-Tetramethyl-[1,3]dioxane-4-carboxylic acid [(S)-2-(3-chloro-benzoylamino)-propyl]amide ClC=1C=C(C(=O)N[C@H](CNC(=O)[C@@H]2OC(OCC2(C)C)(C)C)C)C=CC1